O=C1NC(CCC1C=1C=CC(=NC1)N1CCC(CC1)C(=O)N1CCC(CC1)C(=O)O)=O 1-(1-{5-[2,6-dioxopiperidin-3-yl]pyridin-2-yl}piperidine-4-carbonyl)piperidine-4-carboxylic acid